O1[C@@H]2CN([C@H](C3=C1C=CC=C3)C2)C(=O)C23CCC(CC2)(CC3)C(F)(F)F [(2S,5S)-2,3-dihydro-2,5-methano-1,4-benzoxazepin-4(5H)-yl][4-(trifluoromethyl)bicyclo[2.2.2]octan-1-yl]methanone